FC(C=1C=CC=2N(N1)C(=CN2)C2=NC=NC(=C2)C2CNCC2)F 6-(Difluoromethyl)-3-(6-pyrrolidin-3-ylpyrimidin-4-yl)imidazo[1,2-b]pyridazine